(E)-1-(4-Hydroxy-2-methoxyphenyl)-3-(4-methoxyphenyl)prop-2-en-1-one OC1=CC(=C(C=C1)C(\C=C\C1=CC=C(C=C1)OC)=O)OC